C(C)(C)(C)OC(=O)N1CC=2C=CC(=NC2CC1CCCC1=CC=CC=C1)Cl.ClC1=C(C(=O)N)C(=CC(=N1)Cl)NC=1N(C=CN1)C 2,6-Dichloro-4-[(1-methyl-1H-imidazol-2-yl)amino]nicotinamide Tert-butyl-2-chloro-7-(3-phenylpropyl)-7,8-dihydro-1,6-naphthyridine-6(5H)-carboxylate